CC1=CC2=C(C3=CC(=CC=C3C(=C2C=C1)OC(=O)OC(C)C)C)OC(=O)OC(C)C 2,7-dimethyl-9,10-bis(isopropoxycarbonyloxy)anthracene